7-fluoro-3-(3-hydroxyphenyl)-2-methyl-quinazolin-4(3H)-one FC1=CC=C2C(N(C(=NC2=C1)C)C1=CC(=CC=C1)O)=O